CN1C(N=C(C2=C1N(C(N(C2=O)C2=CC=CC=C2)=O)C2=CC=CC=C2)SC)=O 8-methyl-5-methylsulfanyl-1,3-diphenyl-1H,8H-pyrimido[4,5-d]pyrimidine-2,4,7-trione